CC1=NC(=CC=C1C(=O)O)NC1=C(C(=CC(=C1)C(C)(C)C)C)C Methyl-6-[(5-tert-butyl-2,3-dimethylphenyl)amino]pyridine-3-carboxylic Acid